FC(C1=CC=C(OC2CC(N(C2)C(=O)OC(C)(C)C)C(=O)OC)C=C1)(F)F tert-butyl 2-methyl 4-(4-(trifluoromethyl)phenoxy)pyrrolidine-1,2-dicarboxylate